ClC=1C=C(OC2=C(C=C(C=C2)NC(CC2=C(C=CC=C2)C(F)F)=O)S(N)(=O)=O)C=CC1 N-[4-(3-chlorophenoxy)-3-sulfamoylphenyl]-2-[2-(difluoromethyl)phenyl]acetamide